CC(C=O)=CC(CC=C(C)C)C 2,4,7-trimethylocta-2,6-dienal